methyl-(6-quinolin-3-yl-pyridazin-3-yl)-(2,2,6,6-tetramethyl-piperidin-4-yl)-amine CN(C1CC(NC(C1)(C)C)(C)C)C=1N=NC(=CC1)C=1C=NC2=CC=CC=C2C1